N-(4-(2-(2-aminopyridin-3-yl)-3H-imidazo[4,5-b]pyridin-3-yl)benzyl)-2,2-difluoro-2-(4-formyl-3-hydroxyphenyl)acetamide NC1=NC=CC=C1C1=NC=2C(=NC=CC2)N1C1=CC=C(CNC(C(C2=CC(=C(C=C2)C=O)O)(F)F)=O)C=C1